9-[(5-chlorothiophen-2-yl)(hydroxy)methyl]-1,2,3,4-tetrahydrobenzo[4,5]imidazo[1,2-a]pyrazine-2-carboxylate ClC1=CC=C(S1)C(C1=CC=CC2=C1N=C1N2CCN(C1)C(=O)[O-])O